CC=1C=C2C3=C(C=C(C(=C3)C)O)C3(CC3)OC2=CC1O 2,9-dimethyl-spiro[benzo[c]chromene-6,1'-cyclopropane]-3,8-diol